SCCC[Si](OC)(OC)OC (3-mercaptopropyl)-trimethoxysilane